(S)-N-((S)-1-(butylamino)-1-oxo-3-phenylpropan-2-yl)-2-(((E)-2-(diphenylphosphanyl)benzylidene)-amino)-3-methylbutanamide C(CCC)NC([C@H](CC1=CC=CC=C1)NC([C@H](C(C)C)/N=C/C1=C(C=CC=C1)P(C1=CC=CC=C1)C1=CC=CC=C1)=O)=O